(S)-(3-(dimethylamino)-3-methylazetidin-1-yl)(5-ethyl-2-(6-(2-ethyl-4-hydroxyphenyl)-1H-indazol-3-yl)-4,5,6,7-tetrahydro-3H-imidazo[4,5-c]pyridin-6-yl)methanone CN(C1(CN(C1)C(=O)[C@@H]1CC2=C(CN1CC)NC(=N2)C2=NNC1=CC(=CC=C21)C2=C(C=C(C=C2)O)CC)C)C